ClC=1C=C(C=NC1)CN1C(C=CC(=C1)C1=NC(=NO1)C=1C=C(C=CC1)C)=O 1-((5-chloropyridin-3-yl)methyl)-5-(3-(m-tolyl)-1,2,4-oxadiazol-5-yl)pyridin-2(1H)-one